2,3,4,5a,6,7,8,9-octahydro-5H-1,2,5,7-tetraazabenzo[cd]azulene-5-carboxylate N=1NC2=C3C(CNCCC13)N(CC2)C(=O)[O-]